2-(3-Fluoro-3-methylpyrrolidin-1-yl)-1,3-benzoxazole FC1(CN(CC1)C=1OC2=C(N1)C=CC=C2)C